CN1C(C(=C(C=C1)[O-])NC(N[C@@H](CC(=O)[O-])C1=CC(=CC=C1)OC=1C=C(C=CC1)C)=O)=O.[Na+].[Na+] Natrium (S)-3-(3-(1-Methyl-4-oxido-2-oxo-1,2-Dihydropyridin-3-yl)ureido)-3-(3-(m-Tolyloxy)phenyl)propanoat